methyl (S)-2-(5-chloro-2-(1,1-difluoropropyl)-4-fluorophenoxy)propanoate ClC=1C(=CC(=C(O[C@H](C(=O)OC)C)C1)C(CC)(F)F)F